CN1N=C2C(NC(C(=C2NC(C)C2=NC=CC=N2)C2=NC3=C(N2)C=C(C(=C3)C(F)(F)F)N3CCOCC3)=O)=C1 2-methyl-6-(6-morpholino-5-(trifluoromethyl)-1H-benzo[d]imidazol-2-yl)-7-((1-(pyrimidin-2-yl)ethyl)amino)-2H-pyrazolo[4,3-b]pyridin-5(4H)-one